2-thia-hexylboric acid C(SCCCC)OB(O)O